C=NC1=C(C=NN1\C(=C/C)\NCCC=1SC=CC1)C1=CC=C(C(=O)NCCN2CCOCC2)C=C1 4-[5-(methyleneamino)-1-[(Z)-1-[2-(2-thienyl)ethylamino]prop-1-enyl]pyrazol-4-yl]-N-(2-morpholinoethyl)benzamide